2-(2-pyridinone-1-yl)-1,1,3,3-tetramethyluronium tetrafluoroborate F[B-](F)(F)F.N1(C(C=CC=C1)=O)OC(=[N+](C)C)N(C)C